cesium lead tri-bromide [Pb](Br)(Br)Br.[Cs]